CN1C(=NN=C1)CC1(COC1)C=1C=C(C=CC1)C1=NC2=C(N1)C(=CC(=C2)CN2C[C@@H](CC2)O)C(F)(F)F (R)-1-((2-(3-(3-((4-Methyl-4H-1,2,4-triazol-3-yl)methyl)oxetan-3-yl)phenyl)-7-(trifluoromethyl)-1H-benzo[d]imidazol-5-yl)methyl)pyrrolidin-3-ol